tert-butyl (5-(2-(2-cyclopentylpiperidin-1-yl)-2-oxoacetamido)-3-methylpyridin-2-yl)carbamate C1(CCCC1)C1N(CCCC1)C(C(=O)NC=1C=C(C(=NC1)NC(OC(C)(C)C)=O)C)=O